(7S)-12-chloro-13-fluoro-16-methylsulfonyl-9-oxa-2,11,15,17-tetraazatetracyclo[8.7.1.02,7.014,18]octadeca-1(17),10(18),11,13,15-pentaene ClC1=NC=2OC[C@@H]3CCCCN3C3=NC(=NC(=C1F)C32)S(=O)(=O)C